O[C@@]1([C@H](CCC1)N1C(C(=CC2=C1N=C(N=C2)NC2C(CN(CC2([2H])[2H])S(=O)(=O)C)([2H])[2H])C([2H])([2H])[2H])=O)C (+)-8-((1S,2S)-2-hydroxy-2-methylcyclopentyl)-6-(methyl-d3)-2-((1-(methylsulfonyl)piperidin-4-yl-3,3,5,5-d4)-amino)pyrido[2,3-d]pyrimidin-7(8H)-one